2-methacrylamidoethyl 4-((4-amino-2-(oxazol-4-yl)-1H-imidazo[4,5-c]quinolin-1-yl)methyl)benzylcarbamate NC1=NC=2C=CC=CC2C2=C1N=C(N2CC2=CC=C(CNC(OCCNC(C(=C)C)=O)=O)C=C2)C=2N=COC2